5-(2-((3-Bromo-2-fluoropropyl)amino)ethyl)-4-(trifluoromethyl)pyridin-2-ol BrCC(CNCCC=1C(=CC(=NC1)O)C(F)(F)F)F